N-(2-Methyl-5-(9-(4-(methylsulfonamido)phenyl)-2-oxobenzo[h][1,6]naphthyridin-1(2H)-yl)phenyl)but-2-enamide CC1=C(C=C(C=C1)N1C(C=CC2=CN=C3C(=C12)C=C(C=C3)C3=CC=C(C=C3)NS(=O)(=O)C)=O)NC(C=CC)=O